N-(1-((6-(azetidin-1-yl)-4-cyanopyridin-3-yl)methyl)-1H-pyrazol-4-yl)-6-(3-chloro-6-(difluoromethyl)-2-fluorophenyl)pyrazine-2-carboxamide N1(CCC1)C1=CC(=C(C=N1)CN1N=CC(=C1)NC(=O)C1=NC(=CN=C1)C1=C(C(=CC=C1C(F)F)Cl)F)C#N